N-(1-(6-chloro-7-phenyl-quinazolin-4-yl)piperidin-4-yl)acrylamide ClC=1C=C2C(=NC=NC2=CC1C1=CC=CC=C1)N1CCC(CC1)NC(C=C)=O